C(\C=C\CCCCCCCCCCCCCC)(C(=O)O)C(=O)O trans-2-heptadecene-1,1-dicarboxylic acid